tert-butyl 3-(trifluoromethanesulfonyl-oxy)-2,5-dihydropyrrole-1-carboxylate FC(S(=O)(=O)OC=1CN(CC1)C(=O)OC(C)(C)C)(F)F